C1=C(C=C(C=C1C(=O)O)C(=O)O)C(=O)O The molecule is a tricarboxylic acid that consists of benzene substituted by carboxy groups at positions 1, 3 and 5. It is a tricarboxylic acid and a member of benzoic acids. It is a conjugate acid of a benzene-1,3,5-tricarboxylate(1-).